ClCCN(C1=CC=C(C=O)C=C1)CCCl 4-[bis(β-chloroethyl)amino]benzaldehyde